1-(3-((5-bromo-2-((2-ethyl-4-(5-methyl-2,5-diazabicyclo[2.2.1]heptan-2-yl)phenyl)amino)pyrimidin-4-yl)amino)propyl)pyrrolidin-2-one BrC=1C(=NC(=NC1)NC1=C(C=C(C=C1)N1C2CN(C(C1)C2)C)CC)NCCCN2C(CCC2)=O